(S,E)-N-((5-(4-(1-((5-cyclopropyl-1H-pyrazol-3-yl)amino)-1-oxopropan-2-yl)phenyl)pyridin-2-yl)methyl)-4-morpholinobut-2-enamide C1(CC1)C1=CC(=NN1)NC([C@@H](C)C1=CC=C(C=C1)C=1C=CC(=NC1)CNC(\C=C\CN1CCOCC1)=O)=O